C(C1=CC=CC=C1)OCCO 2-(Benzyloxy)ethanol